pentane-3-yl-benzene CCC(CC)C1=CC=CC=C1